4-vinyl-4'-methyl-2,2'-bipyridine C(=C)C1=CC(=NC=C1)C1=NC=CC(=C1)C